C1(=CC=C(C=C1)C1=NC2=CC=CC=C2C(=C1)C(=O)O)C 2-(p-tolyl)quinoline-4-carboxylic acid